CCCCCCCCCCCCCCCCCCC/C=C/C(=O)SCCNC(=O)CCNC(=O)[C@@H](C(C)(C)COP(=O)(O)OP(=O)(O)OC[C@@H]1[C@H]([C@H]([C@@H](O1)N2C=NC3=C(N=CN=C32)N)O)OP(=O)(O)O)O The molecule is a 2,3-trans-enoyl CoA that results from the formal condensation of the thiol group of coenzyme A with the carboxy group of trans-2-docosenoic acid. It is a trans-2-enoyl-CoA, a long-chain fatty acyl-CoA, an 11,12-saturated fatty acyl-CoA and a monounsaturated fatty acyl-CoA. It is a conjugate acid of a trans-2-docosenoyl-CoA(4-).